BrC1=NC(=CC(=C1)[C@H]([C@@H](COC)NCCO)O)Cl |r| racemic-(1R,2R)-1-(2-bromo-6-chloropyridin-4-yl)-2-((2-hydroxyethyl)amino)-3-methoxypropan-1-ol